O1C(=CC=C1)C1=NC2=C(N1C#CC1=CC=C(C=C1)I)C=CC=C2 2-(2-furyl)-1-(2-p-iodophenylethynyl)-1H-benzimidazole